7-chloro-6-fluoro-4-hydroxy-1-(4-isopropyl-6-methylpyrimidin-5-yl)-2-oxo-1,2-dihydro-1,8-naphthyridin-3-nitrile ClC1=C(C=C2C(=C(C(N(C2=N1)C=1C(=NC=NC1C)C(C)C)=O)C#N)O)F